C1(=CC=CC=C1)S(=O)(=O)NC=1C=C(C=CC1C#N)/C=C/CCCOC1=C(C=CC=C1)CCC(=O)O 3-[2-[(E)-5-[3-(Benzenesulfonamido)-4-cyanophenyl]pent-4-enoxy]phenyl]propanoic acid